NC1=C(C=CC=C1)N(C)C (2-aminophenyl)dimethylamine